(R)-4-(2-((1-(5-chloro-6-oxo-1,6-dihydropyridazin-4-yl)pyrrolidin-3-yl)oxy)pyridin-4-yl)-N-cyclopropyl-3,5-difluorobenzenesulfonamide ClC1=C(C=NNC1=O)N1C[C@@H](CC1)OC1=NC=CC(=C1)C1=C(C=C(C=C1F)S(=O)(=O)NC1CC1)F